C(C)(C)(C)C=1C=C(C(=C(C1)C1=CC=CC=C1)NC=1C=C(C=C(C1)NC1=C(C=C(C=C1C1=CC=CC=C1)C(C)(C)C)C1=CC=CC=C1)C1=C(C(=C(C(=C1[2H])[2H])[2H])[2H])[2H])C1=CC=CC=C1 N3,N5-bis(5'-(tert-butyl)-[1,1':3',1''-terphenyl]-2'-yl)-[1,1'-biphenyl]-2',3',4',5',6'-d5-3,5-diamine